FC1=C(C=CC(=C1)[N+](=O)[O-])C1(COC1)C 3-(2-fluoro-4-nitrophenyl)-3-methyloxetane